NC=1C(=NC=C(N1)N1CCC(CC1)(C)N)C=1C(=C(C=CC1)N1CCN(CC1)CC=1C(=C2C(N(C(C2=CC1)=O)C1C(NC(CC1)=O)=O)=O)F)Cl 5-((4-(3-(3-amino-5-(4-amino-4-methylpiperidin-1-yl)pyrazin-2-yl)-2-chlorophenyl)piperazin-1-yl)methyl)-2-(2,6-dioxopiperidin-3-yl)-4-fluoroisoindoline-1,3-dione